(R)-(m-fluorophenyl){4-[(p-fluorophenyl)methyl]-7-azabicyclo[2.2.1]hept-1-yl}methanol FC=1C=C(C=CC1)[C@@H](O)C12CCC(CC1)(N2)CC2=CC=C(C=C2)F